NC=1SC2=C(N1)CC[C@@H](C2)N(CCC)CC2CCN(CC2)C(=O)C=2OC=CC2 (S)-(4-(((2-amino-4,5,6,7-tetrahydrobenzo[d]thiazol-6-yl)(propyl)amino)methyl)piperidin-1-yl)(furan-2-yl)methanone